O=C1NC(CCC1N1C(C2=CC=C(C=C2C1=O)N1C2CN(C(C1)C2)CC2CCNCC2)=O)=O 2-(2,6-dioxopiperidin-3-yl)-5-(5-(piperidin-4-ylmethyl)-2,5-diazabicyclo[2.2.1]heptane-2-yl)isoindoline-1,3-dione